CC1=C(C(OC2=CC=C(C=C12)OC1OCCCC1)C1=CC=C(C=C1)O)C1=CC(=CC=C1)OC1OCCCC1 4-(4-methyl-6-((tetrahydro-2H-pyran-2-yl)oxy)-3-(3-((tetrahydro-2H-pyran-2-yl)oxy)phenyl)-2H-chromen-2-yl)phenol